O=C1C(N2CCC=CCC(NC(CNC(CNC(CNC(CC(NC(CNC(C3(CCCC3)NC(C3CCCN3C(CNC(CN1)=O)=O)=O)=O)=O)C(=O)N)=O)=O)=O)=O)C2=O)CC2=CC=C(C=C2)C 3,6,9,15,18,21,25,28,31,34,42-undecaoxo-2-(p-tolylmethyl)spiro[1,4,7,10,16,19,22,26,29,32,35-undecazatricyclo[34.5.1.010,14]dotetracont-38-ene-17,1'-cyclopentane]-23-carboxamide